COC1=CC=C(N=N1)C(=O)O 6-methoxypyridazine-3-carboxylic acid